benzyl-((4-(hydroxymethyl)-4-(methoxymethyl) piperidin-1-yl) methyl) cyclobutane-1-carboxylate C1(CCC1)C(=O)OC(N1CCC(CC1)(COC)CO)CC1=CC=CC=C1